NC1CN(C1)C(=O)C1=C(C=C(C=C1)NC(=O)C=1N(C(=CN1)C1=C(C(=C(C=C1)OC)F)F)C)Cl N-[4-(3-aminoazetidine-1-carbonyl)-3-chloro-phenyl]-5-(2,3-difluoro-4-methoxy-phenyl)-1-methyl-imidazole-2-carboxamide